BrC=1C=C2N=CC(=NC2=CC1)C 6-bromo-2-methylquinoxaline